C1(CCCCC1)C(COCC)(COC)CCC(C)(C1=CC=CC=C1)C1=CC=CC=C1 2-cyclohexyl-2-(3,3-diphenylbutyl)-1-ethoxy-3-methoxy-propane